[Cl-].[Cl-].C1(CCCC2C3C(=C4C=5C=CC=CC5CC4=C21)C=CCC3)[Zr+2] (octahydro-dibenzofluorenyl)zirconium dichloride